tert-butyl 4-(6-((5-((4-([1,1'-biphenyl]-3-yl)-5-chloropyrimidin-2-yl)amino)pyridin-3-yl)amino)-6-oxohexyl)piperazine-1-carboxylate C1(=CC(=CC=C1)C1=NC(=NC=C1Cl)NC=1C=C(C=NC1)NC(CCCCCN1CCN(CC1)C(=O)OC(C)(C)C)=O)C1=CC=CC=C1